N1N=NC=2N=CN=CC21 [1,2,3]triazolo[4,5-D]pyrimidine